P(=O)([O-])([O-])[O-].S(=O)(=O)([O-])O.[Zr+4] zirconium sulfate phosphate